C(C)(C)(C)N(C(O)=O)C1CC2=C(C(=NC=C2)Cl)C1.C(#N)C1=NC=CC2=C1CC(C2)NC(OC(C)(C)C)=O tert-Butyl N-(1-cyano-6,7-dihydro-5H-cyclopenta[c]pyridin-6-yl)carbamate tert-Butyl-(1-chloro-6,7-dihydro-5H-cyclopenta[c]pyridin-6-yl)carbamate